The molecule is a saturated fatty acyl-CoA(4-) arising from deprotonation of the phosphate and diphosphate functions of montanoyl-CoA. It is a saturated fatty acyl-CoA(4-), a very long-chain acyl-CoA(4-) and a 3-substituted propionyl-CoA(4-). It is a conjugate base of an octacosanoyl-CoA. CCCCCCCCCCCCCCCCCCCCCCCCCCCC(=O)SCCNC(=O)CCNC(=O)[C@@H](C(C)(C)COP(=O)([O-])OP(=O)([O-])OC[C@@H]1[C@H]([C@H]([C@@H](O1)N2C=NC3=C(N=CN=C32)N)O)OP(=O)([O-])[O-])O